N-(Benzo[b]thiophen-2-yl)-2-((4-pentylphenyl)sulfonamido)benzamid S1C2=C(C=C1NC(C1=C(C=CC=C1)NS(=O)(=O)C1=CC=C(C=C1)CCCCC)=O)C=CC=C2